CC1(NC(CC(C1)OC(C(=O)OC1CC(NC(C1)(C)C)(C)C)=O)(C)C)C bis(2,2,6,6-tetramethyl-4-piperidinyl)-oxalate